2-(4-amino-5-methoxy-9H-pyrimido[4,5-b]indol-9-yl)acetic acid NC1=NC=NC=2N(C3=CC=CC(=C3C21)OC)CC(=O)O